N-{2-[4-amino-7-(1H-pyrazol-3-yl)-2H-pyrazolo[3,4-c]quinolin-2-yl]ethyl}carbamic acid tert-butyl ester C(C)(C)(C)OC(NCCN1N=C2C(=NC=3C=C(C=CC3C2=C1)C1=NNC=C1)N)=O